N-(4,5-dichloro-2-fluorophenyl)-1-fluoro-9-methylene-6,7,8,9-tetrahydro-5H-5,8-epiminocyclohepta[c]pyridine-10-carboxamide ClC1=CC(=C(C=C1Cl)NC(=O)N1C2CCC1C(C=1C(=NC=CC12)F)=C)F